OCCCN(C1=CC(=C(C=C1)NC(C1=C(C=CC(=C1)Cl)O)=O)Cl)CCCO N-(4-(Bis(3-hydroxypropyl)amino)-2-chlorophenyl)-5-chloro-2-hydroxybenzamide